C(#N)C1=CC=C(C(=N1)N1CC(NCC1)=O)C(=O)O 6-cyano-2-(3-oxopiperazin-1-yl)pyridine-3-carboxylic acid